1,2-dioleoyl-3-trimethylammoniopropane chloride [Cl-].C(CCCCCCC\C=C/CCCCCCCC)(=O)CC(C[N+](C)(C)C)C(CCCCCCC\C=C/CCCCCCCC)=O